iron porphyrin carbon [C].C12=CC=C(N1)C=C1C=CC(=N1)C=C1C=CC(N1)=CC=1C=CC(N1)=C2.[Fe]